3-methylthiourea CNC(N)=S